C(CC)OC1=CC=C(C=C1)C1NC(OC1)=O 4-(4-propoxyphenyl)oxazolidin-2-on